BrC=1C(=NC=CC1)I 3-bromo-2-iodopyridine